C(#N)C=1C=C(C2=C(N(C(=N2)NC(CC(C(F)(F)F)(C)C)=O)C2(CCC2)C)C1)F N-(6-cyano-4-fluoro-1-(1-methylcyclobutyl)-1H-benzo[d]imidazol-2-yl)-4,4,4-trifluoro-3,3-dimethylbutanamide